O=C(CCCC(=O)O)NCCS(=O)(=O)O 5-oxo-5-((2-sulfoethyl)amino)pentanoic acid